(R)-1'-(6-((2-amino-3-chloropyridin-4-yl)thio)-1,2,4-triazin-3-yl)-3-methoxy-5,7-dihydrospiro[cyclopenta[b]pyridin-6,4'-piperidin]-5-amine NC1=NC=CC(=C1Cl)SC1=CN=C(N=N1)N1CCC2(CC1)[C@H](C=1C(=NC=C(C1)OC)C2)N